3-(4-(hydroxymethyl)-1H-imidazol-1-yl)azetidine-1-carboxylic acid tert-butyl ester C(C)(C)(C)OC(=O)N1CC(C1)N1C=NC(=C1)CO